C(C)(=O)OC1=C(C=CC(=C1)C1CCC1)N1N=C2CCN(CC3C2=C1CCN3C(C3=C(N=C(C=C3)C(C)(F)F)N)=O)C(C=C)=O 2-(7-acryloyl-5-(2-amino-6-(1,1-difluoroethyl)nicotinoyl)-3,4,5,5a,6,7,8,9-octahydro-2H-1,2,5,7-tetraazabenzo[cd]azulen-2-yl)-5-cyclobutylphenyl acetate